9-benzyloxy-5-(4-fluoro-3-methyl-phenyl)-3,3-dimethyl-spiro[4H-pyrano[4,3-b]indole-1,3'-cyclobutane] C(C1=CC=CC=C1)OC=1C=2C3=C(N(C2C=CC1)C1=CC(=C(C=C1)F)C)CC(OC31CCC1)(C)C